ethyl 4-{[3-(4-{[(3S,4R)-3-fluoro-1-methylpiperidin-4-yl]amino}-1-(2,2,2-trifluoroethyl)-1H-indol-2-yl)prop-2-yn-1-yl]amino}-3-methoxybenzoate F[C@H]1CN(CC[C@H]1NC1=C2C=C(N(C2=CC=C1)CC(F)(F)F)C#CCNC1=C(C=C(C(=O)OCC)C=C1)OC)C